[C@H]12OC[C@H](N(C1)C1=C(C=C(C(=C1)OC)NC1=NC=NC(=C1)N1OCC[C@@H]1C1=CC(=C(C=C1)F)Cl)NC(C=C)=O)C2 N-(2-((1R,4R)-2-oxa-5-azabicyclo[2.2.1]heptane-5-yl)-5-((6-((R)-3-(3-chloro-4-fluorophenyl)isoxazolidine-2-yl)pyrimidine-4-yl)amino)-4-methoxyphenyl)acrylamide